4-[(4-[(5-methyl-1H-pyrazol-3-yl)amino]-6-[(3R)-oxopent-3-yloxy]pyrimidin-2-yl)amino]adamantan-1-ol CC1=CC(=NN1)NC1=NC(=NC(=C1)O[C@H](CC)CC=O)NC1C2CC3(CC(CC1C3)C2)O